ClC1=C(CN2N=CC=3C(NC=CC32)=O)C=CC=C1 1-(2-Chlorobenzyl)-1,5-dihydro-4H-pyrazolo[4,3-c]pyridin-4-one